(S)-(-)-1-(4-fluorophenyl)ethanamine FC1=CC=C(C=C1)[C@H](C)N